N-(3-(1H-benzo[d]imidazol-2-yl)-1H-pyrazol-4-yl)thieno[2,3-d]pyrimidin-4-amine N1C(=NC2=C1C=CC=C2)C2=NNC=C2NC=2C1=C(N=CN2)SC=C1